8-((5-fluoro-2-methoxypyridin-4-yl)sulfonyl)-3-(2-oxa-6-azaspiro[3.3]heptan-6-yl)-1-oxa-8-azaspiro[4.5]decane FC=1C(=CC(=NC1)OC)S(=O)(=O)N1CCC2(CC(CO2)N2CC3(COC3)C2)CC1